FC1(C=2N(C[C@@H](CC1)O)N=C1C2CN(CC1)C(=O)OC(C)(C)C)F (R)-tert-Butyl 11,11-difluoro-8-hydroxy-3,4,8,9,10,11-hexahydro-1H-pyrido[4',3':3,4]pyrazolo[1,5-a]azepine-2(7H)-carboxylate